(5-fluoropyridin-2-yl)-1,3,4-thiadiazol-2-amine FC=1C=CC(=NC1)C1=NN=C(S1)N